CC1(CCCO1)C 5,5-dimethyl-dihydrofuran